ClC1=C(C(=C(C=C1OC)OC)Cl)C1=CC2=C(N=C(N=C2)N[C@H]2[C@H](COC2)NC(C=C)=O)C(=N1)CNS(=O)(=O)C N-((3R,4S)-4-((6-(2,6-dichloro-3,5-dimethoxyphenyl)-8-(methylsulfonamidomethyl)pyrido[3,4-d]pyrimidin-2-yl)amino)tetrahydrofuran-3-yl)acrylamide